N[C@@H](CC1=CC=C(C=C1)O)C(=S)O Thiotyrosin